3-((4-(5-chloro-3-methyl-2-(((4-methylpiperidin-4-yl)methyl)amino)phenyl)pyrrolo[2,1-f][1,2,4]triazin-6-yl)methyl)-6,6-dimethyl-3-azabicyclo[3.1.0]hexane-2,4-dione ClC=1C=C(C(=C(C1)C1=NC=NN2C1=CC(=C2)CN2C(C1C(C1C2=O)(C)C)=O)NCC2(CCNCC2)C)C